1-(propoxy)-5-methylisoquinoline C(CC)OC1=NC=CC2=C(C=CC=C12)C